OC1=C(C(=CC(=C1C(=O)N1CCS(CC1)(=O)=O)CCCCC)O)C1=C(C=CC(=C1)C)C(=C)C (2,6-dihydroxy-5'-methyl-4-pentyl-2'-(prop-1-en-2-yl)-[1,1'-biphenyl]-3-yl)(1,1-dioxidothiomorpholino)methanone